BrC1=CC=CC=2C=3N(C(=NC12)N[C@@H](C(=O)N)CC)N=C(N3)C3=CC=NN3C (2R)-2-{[7-bromo-2-(1-methyl-1H-pyrazol-5-yl)[1,2,4]triazolo[1,5-c]quinazolin-5-yl]amino}butanamide